NC1=C(C=2N(C(=N1)N1CCC3(CCC[C@H]3N[S@](=O)C(C)(C)C)CC1)C=CN2)C2=C(C(=CC=C2)Cl)Cl (R)-N-((R)-8-(7-Amino-8-(2,3-dichlorophenyl)imidazo[1,2-c]pyrimidin-5-yl)-8-azaspiro[4.5]decan-1-yl)-2-methylpropane-2-sulfinamide